FC(C1=CC=CC2=C1SC=C2C=C(C(C)=O)C(C)=O)(F)F 3-((7-(trifluoromethyl)benzo[b]thiophen-3-yl)methylene)pentane-2,4-dione